(R)-N-(1-benzyl-3-(3,3-difluoro-cyclobutyl)-4-methyl-1H-pyrazol-5-yl)-2-(3,3-difluorocyclobutyl)propanamide C(C1=CC=CC=C1)N1N=C(C(=C1NC([C@H](C)C1CC(C1)(F)F)=O)C)C1CC(C1)(F)F